(5-Methyl-2-(tetrahydrofuran-2-yl)phenyl)methanol CC=1C=CC(=C(C1)CO)C1OCCC1